bromo-2,4,6-tris(isocyanatomethyl)-3,5-dimethylbenzene BrC1=C(C(=C(C(=C1CN=C=O)C)CN=C=O)C)CN=C=O